C(C)(=O)OCCCCCCC\C=C\C=C\C (8E,10E)-8,10-dodecadienyl acetate